ClC1=C(C(=O)NC2CCC(CC2)NC2=CC=CC=3N2C=C(N3)C(F)(F)F)C=CC(=C1)S(=O)(=O)C 2-chloro-4-methanesulfonyl-N-[(1s,4s)-4-{[2-(trifluoromethyl)imidazo[1,2-a]pyridin-5-yl]amino}cyclohexyl]benzamide